FC=1C(=C(C=CC1F)C1C(OC(C1C)(C(F)(F)F)C)C(=O)N)OCCN1CCOCC1 3-[3,4-difluoro-2-(2-morpholinoethoxy)phenyl]-4,5-dimethyl-5-(trifluoromethyl)tetrahydrofuran-2-carboxamide